CC(C)(C)OC(=O)N1CCN(CC1)C1=CC=C(N=N1)C(=O)O 6-[4-[(2-methylpropan-2-yl)oxycarbonyl]Piperazine-1-yl]Pyridazine-3-carboxylic acid